tert-butyl 2-(dimethylcarbamoyl)-3-ethyl-7,8-dihydro-4H-pyrazolo[1,5-a][1,4]diazepine-5(6H)-carboxylate CN(C(=O)C1=NN2C(CN(CCC2)C(=O)OC(C)(C)C)=C1CC)C